N(C1=CC=CC=C1)CCN(C(=O)C=1N=C(NC1)[C@H]1N(C[C@@H](C1)O)C(C(C(C)C)C1=CC(=NO1)OC)=O)C N-(2-anilinoethyl)-2-[(2S,4R)-4-hydroxy-1-[2-(3-methoxyisoxazol-5-yl)-3-methyl-butyryl]pyrrolidin-2-yl]-N-methyl-1H-imidazole-4-carboxamide